Cl.C1(CCC1)CN1C(N(CC12CCC(CC2)(C2=CC=C(C=C2)O)N(C)C)CC2=CC=C(C=C2)OC)=O 1-(cyclobutyl-methyl)-8-dimethylamino-8-(4-hydroxyphenyl)-3-[(4-methoxyphenyl)-methyl]-1,3-diazaspiro[4.5]decan-2-one hydrochloride